(3-(difluoromethyl)-5-(2-(methoxymethyl)phenyl)-5-oxopentyl)carbamic acid tert-butyl ester C(C)(C)(C)OC(NCCC(CC(=O)C1=C(C=CC=C1)COC)C(F)F)=O